aluminum tris(dimethyl phosphinate) CP([O-])(=O)C.CP([O-])(=O)C.CP([O-])(=O)C.[Al+3]